Titanium oxygen 1,3-bis(phenoxy)propan-2-yl acrylate C(C=C)(=O)OC(COC1=CC=CC=C1)COC1=CC=CC=C1.[O].[Ti]